C(#N)C1=CC=C(N2C=CC=C12)C=1C=NC=CC1SC1CC(C1)F 1-((3-(8-Cyanoindolizin-5-yl)pyridin-4-yl)thio)-3-fluorocyclobutan